C(C=C)(=O)OC acrylic acid, methyl ester